(trans)-3-[[2-[4-bromo-3-fluoro-5-(hydroxymethyl)anilino]-5-chloro-pyrimidin-4-yl]amino]tetrahydropyran-4-carbonitrile BrC1=C(C=C(NC2=NC=C(C(=N2)N[C@@H]2COCC[C@H]2C#N)Cl)C=C1CO)F